OC(C(C1=CC=CC=C1)(C1=CC=CC=C1)C1=CC=CC=C1)(O)O trihydroxytriphenylethane